4-chlorothieno[2,3-b]pyridine-6-carbonitrile ClC1=C2C(=NC(=C1)C#N)SC=C2